6-acetylpyridazine-3-carboxylic acid C(C)(=O)C1=CC=C(N=N1)C(=O)O